[Ho]C(C)=O 1-holmioethanone